2-(5-(tert-butoxycarbonyl)-5,6,7,8-tetrahydro-1,5-naphthyridin-2-yl)propanoic acid C(C)(C)(C)OC(=O)N1C=2C=CC(=NC2CCC1)C(C(=O)O)C